O=C1NC(CCC1N1C(C2=CC=C(C=C2C1=O)N1CCC(CC1)CN1CCN(CC1)C1=NC=CC(=C1)C1=NNC2=CC=C(C=C12)[N+](=O)[O-])=O)=O 2-(2,6-dioxo-3-piperidinyl)-5-[4-[[4-[4-(5-nitro-1H-indazol-3-yl)-2-pyridinyl]piperazin-1-yl]methyl]-1-piperidinyl]isoindoline-1,3-dione